CC(C(=O)N[C@@H]1C[C@@H](N(CC1)C(=O)OC(C)(C)C)C)(COC1=NC=CC=C1OC(F)(F)F)C tert-butyl (2S,4S)-4-(2,2-dimethyl-3-((3-(trifluoromethoxy)pyridin-2-yl)oxy)propanamido)-2-methylpiperidine-1-carboxylate